CC1(OC2=C(C(C1)O)C(=CC(=C2)OS(=O)(=O)C2=CC=C(C=C2)C)OC)C 2,2-dimethyl-4-hydroxy-5-methoxy-7-p-methylbenzenesulfonyloxy-2,3-dihydrobenzopyran